[N+](=O)([O-])C1=CC(=NC=C1)C(CO)O 1-(4-nitropyridin-2-yl)ethane-1,2-diol